[C@H]12COC[C@@H]2C1NC(=O)C1=CC(=NN1[C@@H](C)C1=CC=CC=C1)C(=O)NC N5-((1R,5S,6r)-3-oxabicyclo[3.1.0]hexan-6-yl)-N3-methyl-1-((S)-1-phenylethyl)-1H-pyrazole-3,5-dicarboxamide